C(C1=CC=CC=C1)OC1=CC=C(C=C1)N1CCC(CC1)CO (1-(4-(Benzyloxy)phenyl)piperidin-4-yl)methanol